C1(CC1)S(=O)(=O)N1N=CC(=C1)C1=NC=CC(=N1)C1=NC(=CC2=C(C=CC(=C12)N1CC(C1)CS(=O)(=O)C)C(C)C)N (2-(1-(cyclopropylsulfonyl)-1H-pyrazol-4-yl)pyrimidin-4-yl)-5-isopropyl-8-(3-((methylsulfonyl)methyl)azetidin-1-yl)isoquinolin-3-amine